pyrimidoimidazolone N=1C(N=C2C1C=NC=N2)=O